ClC1=CC=C(CN2C(=NC=3N(C(N(C(C23)=O)CCCO)=O)C)C#CC(C)OC2CCCC2)C=C1 7-(4-chlorobenzyl)-8-(3-(cyclopentyloxy)but-1-yn-1-yl)-1-(3-hydroxypropyl)-3-methyl-3,7-dihydro-1H-purine-2,6-dione